C(C)OC(C1=C(N=C(C(=C1)C#N)N1CCNCC1)C(F)(F)F)=O 5-cyano-6-(piperazin-1-yl)-2-(trifluoromethyl)nicotinic acid ethyl ester